3-ureidoanilin N(C(=O)N)C=1C=C(N)C=CC1